1-(3-aminopropyl)-4-{6-[(tert-butyldimethylsilyl)oxy]-3-{[(E)-(phenylmethylidene)amino]oxy}hexyl}piperazin-2-one NCCCN1C(CN(CC1)CCC(CCCO[Si](C)(C)C(C)(C)C)O/N=C/C1=CC=CC=C1)=O